OCCN(C1=CC(=CC(=C1)C(C)(C)C)C(C)(C)C)CCO N,N-bis(2-hydroxyethyl)-3,5-Di-t-butylaniline